((1r,2s)-2-(3,4-difluorophenyl)cyclopropyl)-9-(prop-2-yn-1-yl)-2-(propylsulfanyl)-9H-purin-6-amine FC=1C=C(C=CC1F)[C@@H]1[C@@H](C1)C=1N(C2=NC(=NC(=C2N1)N)SCCC)CC#C